C(C)OC12CC(C1)(C2)C(=O)N2C(CCC2)C=2C=C(C=CC2)C (3-ethoxybicyclo[1.1.1]-pentan-1-yl)(2-(m-tolyl)-pyrrolidin-1-yl)methanone